C(C)(=O)OC(C(=O)NC1=C(C=C(C=C1)Cl)C)OC(C)=O 2-((4-chloro-2-methylphenyl)amino)-2-oxoethane-1,1-diyl diacetate